BrC1=CN=C2C(=CC(=NC2=C1)N(CC1=C(C=C(C=C1)OC)OC)CC1=C(C=C(C=C1)OC)OC)C 7-bromo-N,N-bis[(2,4-dimethoxyphenyl)methyl]-4-methyl-1,5-naphthyridin-2-amine